6,10,14-octadecatrienoic acid C(CCCCC=CCCC=CCCC=CCCC)(=O)O